ClC=1C(=NC(=NC1)NC1CCOCC1)C1=CC=C2CN(C(C2=C1)=O)CC(=O)N[C@H](CO)C=1N=CSC1 2-(6-{5-chloro-2-[(oxacyclohex-4-yl)amino]pyrimidin-4-yl}-1-oxo-2,3-dihydro-1H-isoindol-2-yl)-N-[(1S)-2-hydroxy-1-(1,3-thiazol-4-yl)ethyl]acetamide